8-(4-Benzylpiperidine-1-carbonyl)-5,10-dimethyl-5,10-dihydro-11H-dibenzo[b,e][1,4]diazepine C(C1=CC=CC=C1)C1CCN(CC1)C(=O)C=1C=CC2=C(N(CC3=C(N2C)C=CC=C3)C)C1